2,15-dimethyl-hexadecyl-ammonium CC(C[NH3+])CCCCCCCCCCCCC(C)C